N=1N(N=CC1)C(C(=O)N)CCC 2-(2H-1,2,3-triazol-2-yl)pentanamide